3-(3-(2-(4-fluorobenzyl)-5-methylphenyl)-4-oxothiazolidin-2-ylidene)urea FC1=CC=C(CC2=C(C=C(C=C2)C)N2C(SCC2=O)=NC(N)=O)C=C1